4-(((tert-butyldimethylsilyl)oxy)-methyl)aniline [Si](C)(C)(C(C)(C)C)OCC1=CC=C(N)C=C1